2-(N-(methylsulfonyl)methanesulfonamido)-N-(5-nitrothiazol-2-yl)benzamide tert-butyl-4-(benzyloxycarbonylaminomethyl)-4-hydroxy-piperidine-1-carboxylate C(C)(C)(C)OC(=O)N1CCC(CC1)(O)CNC(=O)OCC1=CC=CC=C1.CS(=O)(=O)N(S(=O)(=O)C)C1=C(C(=O)NC=2SC(=CN2)[N+](=O)[O-])C=CC=C1